ClC1=C(C(=CC=C1)F)CC1=NOC(N1CC1(CCCCC1)F)=O 3-[(2-chloro-6-fluorophenyl)methyl]-4-[(1-fluorocyclohexyl)methyl]-4,5-dihydro-1,2,4-oxadiazol-5-one